Tert-Butyl 6-chloro-3-((1-(3,6-dimethyl-2-((1R,5S,6s)-6-(((4-nitrophenoxy)carbonyl)oxy)-3-azabicyclo[3.1.0]hexan-3-yl)-4-oxo-3,4-dihydroquinazolin-8-yl)ethyl)amino)picolinate ClC1=CC=C(C(=N1)C(=O)OC(C)(C)C)NC(C)C=1C=C(C=C2C(N(C(=NC12)N1C[C@@H]2C([C@@H]2C1)OC(=O)OC1=CC=C(C=C1)[N+](=O)[O-])C)=O)C